C(C)OC1=C(C=C(C(=C1)F)[N+](=O)[O-])B1OC(C(O1)(C)C)(C)C 2-(2-ethoxy-4-fluoro-5-nitrophenyl)-4,4,5,5-tetramethyl-1,3,2-dioxaborolane